BrC1=CC(=CC2=C1N=CN2COCC[Si](C)(C)C)S(=O)(=O)NC(C)(C)C 7-bromo-N-tert-butyl-3-(2-trimethylsilylethoxymethyl)benzimidazole-5-sulfonamide